5-(7-methylspiro[2H-benzofuran-3,1'-cyclopropane]-4-yloxy-2-pyridyl)imidazolidine-2,4-dione CC1=CC=C(C2=C1OCC21CC1)OC=1C(=NC=CC1)C1C(NC(N1)=O)=O